CS[C@@]1([C@@](O[C@@H]([C@H]1O)CO)(N1C=NC=2C(N)=NC=NC12)CC=C(C)C)O methylthioprenyladenosine